(Z)-5-((6-chloro-7-fluoro-1H-indol-3-yl)methylene)-3-(4-acetenylbenzyl)imidazolidine-2,4-dione ClC1=CC=C2C(=CNC2=C1F)\C=C/1\C(N(C(N1)=O)CC1=CC=C(C=C1)C#C)=O